tert-butyl (1S,5R)-1-ethyl-3-trityl-3,8-diazabicyclo[3.2.1]octane-8-carboxylate C(C)[C@@]12CN(C[C@@H](CC1)N2C(=O)OC(C)(C)C)C(C2=CC=CC=C2)(C2=CC=CC=C2)C2=CC=CC=C2